NICKEL-IRON-MANGANESE-ZINC [Zn].[Mn].[Fe].[Ni]